C12(C(C3CC(CC(C1)C3)C2)N)N Adamantanediamine